N-(benzo[d]thiazol-2-yl)-2-((6-chloro-3H-imidazo[4,5-c]pyridin-2-yl)thio)acetamide S1C(=NC2=C1C=CC=C2)NC(CSC2=NC1=C(C=NC(=C1)Cl)N2)=O